tridodecyl-{(chlorodimethylsilyl)methyl}ammonium chloride [Cl-].C(CCCCCCCCCCC)[N+](C[Si](C)(C)Cl)(CCCCCCCCCCCC)CCCCCCCCCCCC